6-methoxy-2-(5-methylthiazol-2-yl)-7-(3-(pyrrolidin-1-yl)propoxy)-N-(tetrahydro-2H-pyran-3-yl)quinazolin-4-amine COC=1C=C2C(=NC(=NC2=CC1OCCCN1CCCC1)C=1SC(=CN1)C)NC1COCCC1